di[4-tert-butylbenzoic acid] aluminum hydroxide [OH-].[Al+3].C(C)(C)(C)C1=CC=C(C(=O)O)C=C1.C(C)(C)(C)C1=CC=C(C(=O)O)C=C1.[OH-].[OH-]